C(CCCC)C(CCCOC(CCCCCCCNCCO)=O)CCCCC 4-pentylnonyl-8-((2-hydroxyethyl)amino)octanoate